7-bromo-3-[2-chloro-5-(trifluoromethyl)pyrimidin-4-yl]-1-(2-trimethylsilylethoxymethyl)indole-6-carbonitrile BrC=1C(=CC=C2C(=CN(C12)COCC[Si](C)(C)C)C1=NC(=NC=C1C(F)(F)F)Cl)C#N